ClC1=C2N=C(N(C2=NC(=N1)C#CCCCC)[C@@H]1SC[C@H]([C@H]1CC(=O)O)CC(=O)O)C=1OC=CC1.C(C(=C)C)(=O)OCCC[Si](OC)(OC)OC Gamma-(methacryloxy)propyltrimethoxysilane (2R,3R,4S)-2-(6-Chloro-8-(furan-2-yl)-2-(hex-1-yn-1-yl)-9H-purin-9-yl)tetrahydrothiophene-3,4-diyl-diacetate